3,3-diethyl-6-((7-((2-methyl-4-(methylsulfonyl)phenyl)amino)-2,6-naphthyridin-1-yl)ethynyl)indolin-2-one C(C)C1(C(NC2=CC(=CC=C12)C#CC1=NC=CC2=CN=C(C=C12)NC1=C(C=C(C=C1)S(=O)(=O)C)C)=O)CC